(S)-(4-bromo-2-phenyl-5-(trifluoromethyl)-2,3-dihydrobenzofuran-2-yl)methylamine BrC1=C(C=CC2=C1C[C@](O2)(C2=CC=CC=C2)CN)C(F)(F)F